C1=CC=CC=2C3=CC=CC=C3C(C12)COC(=O)N1[C@@H](C[C@H](C1)OC(C)(C)C)C(=O)O (2s,4r)-1-(((9H-fluoren-9-yl)methoxy)carbonyl)-4-(tert-butoxy)pyrrolidine-2-carboxylic acid